N-(8-(methylamino)-5-(phenylethynyl)-2,7-naphthyridin-3-yl)cyclopropanecarboxamide tert-butyl-N-(4-bromo-7-fluoro-1,3-benzothiazol-2-yl)carbamate C(C)(C)(C)OC(NC=1SC2=C(N1)C(=CC=C2F)Br)=O.CNC=2N=CC(=C1C=C(N=CC21)NC(=O)C2CC2)C#CC2=CC=CC=C2